5-bromo-1-methyl-1H-pyrazole-3-carbaldehyde BrC1=CC(=NN1C)C=O